C(C)N1[C@@H](C=2C=CC=C(C3=NN4C(C(OCCCCC[C@@H](NC1=O)CCC(F)(F)F)=N3)=NC=C4)C2)C (12R,16R)-13-ethyl-12-methyl-16-(3,3,3-trifluoropropyl)-12,13,16,17,18,19,20,21-octahydro-6,23-(azeno)-11,7-(metheno)imidazo[2,1-c][1,4,5,13,15]oxatetraazacyclohenicosin-14(15H)-one